C(#N)C=1C=2N(C=C(N1)C(N(C)C1=CC(=C(C=C1)F)OC)=O)C(=CN2)C=2C=CC(=NC2)NC(OC)=O methyl N-[5-[8-cyano-6-[(4-fluoro-3-methoxy-phenyl)-methyl-carbamoyl]imidazo[1,2-a]pyrazin-3-yl]-2-pyridyl]carbamate